2-hexyl-5-aminothiophene C(CCCCC)C=1SC(=CC1)N